7-(hydroxymethyl)-1,2,4,5-tetrahydro-3H-benzo[d]azepin-3-carboxylic acid tert-butyl ester C(C)(C)(C)OC(=O)N1CCC2=C(CC1)C=C(C=C2)CO